COCCN(C1CCN(CC1)C(=O)OC(C)(C)C)CC(F)(F)F tert-Butyl 4-[(2-methoxyethyl)(2,2,2-trifluoroethyl)amino]piperidine-1-carboxylate